N-(6-(cyclopentylmethoxy)benzo[d]thiazol-2-yl)-4-(((1S,2S)-2-(dimethylamino)cyclohexyl)amino)-2-fluorobenzenesulfonamide formate C(=O)O.C1(CCCC1)COC1=CC2=C(N=C(S2)NS(=O)(=O)C2=C(C=C(C=C2)N[C@@H]2[C@H](CCCC2)N(C)C)F)C=C1